C1CC12CC(NCC2)C(=O)NC2(CC2)C2=CC=C(C(=O)OC)C=C2 methyl 4-(1-(6-azaspiro[2.5]octane-5-carboxamido)cyclopropyl)benzoate